O1CCC(=CC1)C1=NN2C(N(C(=C(C2=O)N2CCN(CC2)C(=O)OC(C)(C)C)CC)CC(=O)OCC)=N1 tert-butyl 4-[2-(3,6-dihydro-2H-pyran-4-yl)-4-(2-ethoxy-2-oxoethyl)-5-ethyl-7-oxo-[1,2,4]triazolo[1,5-a]pyrimidin-6-yl]piperazine-1-carboxylate